IC1=CC(=CC=C1)C(F)(F)F iodo-3-(trifluoromethyl)benzene